O[C@H](COC=1C=C(C=CC1)S(=O)(=O)NC)CNC1COC2(C1)CCN(CC2)S(=O)(=O)C=2C=NN(C2)C2=CC=CC=C2 3-((2S)-2-hydroxy-3-(8-(1-phenyl-1H-pyrazol-4-ylsulfonyl)-1-oxa-8-azaspiro[4.5]dec-3-ylamino)propoxy)-N-methylbenzenesulfonamide